(2,6-dioxopiperidin-3-yl)-2-methyl-1H-thieno[2,3-d]imidazole-6-carboxamide O=C1NC(CCC1N1C(=NC2=C1C(=CS2)C(=O)N)C)=O